BrC1=CN=C2C(=N1)N(C=N2)C(C)C=2C=C1C=CC=NC1=C(C2)F 6-(1-(6-bromo-1H-imidazo[4,5-b]pyrazin-1-yl)ethyl)-8-fluoroquinoline